ClC=1C=C(C=NC1Cl)NC(=O)[C@H]1[C@H]2C[C@@H]([C@@H]([C@@H]1C1=CC=NC=C1)O2)O (1R,2R,3S,4R,5S)-N-(5,6-dichloropyridin-3-yl)-5-hydroxy-3-(pyridin-4-yl)-7-Oxabicyclo[2.2.1]Heptane-2-carboxamide